BrCCN1C(CCC1)=O 1-(2-bromoethyl)pyrrolidine-2-one